5-(4-bromophenyl)-2-phenylAzole BrC1=CC=C(C=C1)C1=CC=C(N1)C1=CC=CC=C1